8-[(1R)-1-[2-(1,3-Dioxolan-2-yl)anilino]ethyl]-3,6-dimethyl-2-(3-pyridyl)chromen-4-one O1C(OCC1)C1=C(N[C@H](C)C=2C=C(C=C3C(C(=C(OC23)C=2C=NC=CC2)C)=O)C)C=CC=C1